2-hydroperoxy-2-methyltetrahydro-2H-pyran O(O)C1(OCCCC1)C